(2S)-N-[2-[[2-[4-(cyanomethyl)anilino]-6-[(5-cyclobutyl-1H-pyrazol-3-yl)amino]pyrimidin-4-yl]amino]ethyl]-2-[methyl(prop-2-enoyl)amino]propanamide C(#N)CC1=CC=C(NC2=NC(=CC(=N2)NCCNC([C@H](C)N(C(C=C)=O)C)=O)NC2=NNC(=C2)C2CCC2)C=C1